butyl 2-(2-chloro-6-(4,4,5,5-tetramethyl-1,3,2-dioxaborolan-2-yl)pyridin-4-yl)-6-(trifluoro-methyl)morpholine-4-carboxylate ClC1=NC(=CC(=C1)C1CN(CC(O1)C(F)(F)F)C(=O)OCCCC)B1OC(C(O1)(C)C)(C)C